COC1=CC=C(CN(S(=O)(=O)C2=CC=C(CC=3C(=NN(C3)C=3N(C(=CN3)C(=O)OC)C)C3=CC=CC=C3)C=C2)CC2=CC=C(C=C2)OC)C=C1 methyl 2-(4-(4-(N,N-bis(4-methoxybenzyl) sulfamoyl) benzyl)-3-phenyl-1H-pyrazol-1-yl)-1-methyl-1H-imidazole-5-carboxylate